(1R,2R)-N-(1-bromo-4-(6-(1-hydroxybutyl)-4-methylpyridin-3-yl)imidazo[1,2-a][1,6]naphthyridin-8-yl)-2-fluorocyclopropane-1-carboxamide BrC1=CN=C2N1C1=CC(=NC=C1C=C2C=2C=NC(=CC2C)C(CCC)O)NC(=O)[C@@H]2[C@@H](C2)F